3-Fluoro-8,8-dimethyl-2-((R)-3-methyl-morpholin-4-yl)-9-(2-oxo-2-pyridin-2-yl-ethyl)-6,7,8,9-tetrahydro-pyrimido[1,2-a]-pyrimidin-4-one FC1=C(N=C2N(C1=O)CCC(N2CC(C2=NC=CC=C2)=O)(C)C)N2[C@@H](COCC2)C